FC1=CC=C(C=C1)C1=C(C(=O)NCC2=CC=C(C=C2)F)C=CC(=C1)N1CCC(CC1)CC1=CC=CC=C1 (4-fluoro-phenyl)-4-(4-benzyl-piperidin-1-yl)-N-(4-fluorobenzyl)-benzamide